FC(OC=1C=CC=2N(C1)N=CC2)F 6-(difluoromethoxy)pyrazolo[1,5-a]pyridine